CC1=NC(=NC(=C1)C)SC=1N=NC=CC1C(=N)NO 3-[(4,6-Dimethylpyrimidin-2-yl)sulfanyl]-N-hydroxypyridazine-4-carboxamidine